F[C@@H]1CN(CC[C@@]1(O)C)C1=NC=CC(=N1)NC=1N=CC2=C(C=CC(=C2C1)[C@H](CO)C)N1[C@@H]([C@H](C1)CS(=O)(=O)C)C (3R,4S)-3-fluoro-1-[4-({5-[(2R)-1-hydroxypropan-2-yl]-8-[(2R,3S)-3-(methanesulfonylmeth-yl)-2-methylazetidin-1-yl]isoquinolin-3-yl}amino)pyrimidin-2-yl]-4-methylpiperidin-4-ol